2-(9-(4-fluorophenyl)-6-oxaspiro[4.5]decan-9-yl)acetic acid FC1=CC=C(C=C1)C1(CCOC2(CCCC2)C1)CC(=O)O